6-(2-(1H-tetrazol-5-yl)phenyl)-N2-benzyl-N2-isobutyl-N4-(5-methoxypyrimidin-2-yl)pyridine-2,4-diamine N1N=NN=C1C1=C(C=CC=C1)C1=CC(=CC(=N1)N(CC(C)C)CC1=CC=CC=C1)NC1=NC=C(C=N1)OC